4-bromo-1-trityl-1H-pyrazole BrC=1C=NN(C1)C(C1=CC=CC=C1)(C1=CC=CC=C1)C1=CC=CC=C1